N1=C(C=CC=C1)CC(=O)NC=1SC(=NN1)OC1CCN(CC1)C=1SC(=NN1)NC(CC1=NC=CC=C1)=O 2-(Pyridin-2-yl)-N-{5-[(1-{5-[2-(pyridin-2-yl)acetamido]-1,3,4-thiadiazol-2-yl}piperidin-4-yl)oxy]-1,3,4-thiadiazol-2-yl}acetamide